C[Sn]C1C=CC=C1 methylcyclopentadienyl-tin